4-iodo-N-(3-methyl-1,2,3,4,4a,5-hexahydrobenzo[b]pyrazino[1,2-d][1,4]oxazin-8-yl)-2-oxo-1,2-dihydropyridine-3-carboxamide hydrochloride Cl.IC1=C(C(NC=C1)=O)C(=O)NC=1C=CC2=C(OCC3N2CCN(C3)C)C1